CC1=CC=C(C=C1)S(=O)(=O)OC1CN2C3=C(C(=C(C=C3C1)F)F)C=C2 8,9-difluoro-5,6-dihydro-4H-pyrrolo[3,2,1-ij]quinolin-5-yl 4-methylbenzenesulfonate